C1(CCCC1)N1C=CC=2C(=NC(=CC21)NC=2SC(=CN2)C)OC2(CN(C2)C(C=C)=O)C 1-(3-((1-cyclopentyl-6-((5-methylthiazol-2-yl)amino)-1H-pyrrolo[3,2-c]pyridin-4-yl)oxy)-3-methylazetidin-1-yl)prop-2-en-1-one